N-(4-((3-methoxy-6-(methylsulfonyl)pyridin-2-yl)amino)-5-(1-methyl-1H-pyrazol-4-yl)pyridin-2-yl)acetamide COC=1C(=NC(=CC1)S(=O)(=O)C)NC1=CC(=NC=C1C=1C=NN(C1)C)NC(C)=O